6-(3-Chloro-6-(difluoromethoxy)-2-fluorophenyl)-N-(1-((S or R)-1-(6-methyl-5-((1R,5S)-2-oxo-3-azabicyclo[3.1.0]hexan-3-yl)pyrazin-2-yl)ethyl)-1H-pyrazol-4-yl)pyrazine-2-carboxamide ClC=1C(=C(C(=CC1)OC(F)F)C1=CN=CC(=N1)C(=O)NC=1C=NN(C1)[C@@H](C)C1=NC(=C(N=C1)N1C([C@@H]2C[C@@H]2C1)=O)C)F |o1:25|